trivinyl-propylamine C(=C)C(CCN)(C=C)C=C